C(C(=C)C)(=O)O.C(CCCCCCCCCCCCCCCCCCCCC)OCCCCCCCCCCCCCCCCCCCCCC docosyl ether methacrylate